((2-amino-9-((2R,3S,4S,5R)-4-fluoro-3-hydroxy-5-(hydroxymethyl)tetrahydrofuran-2-yl)-6,8-dioxo-1,6,8,9-tetrahydro-7H-purin-7-yl)methyl)benzaldehyde NC=1NC(C=2N(C(N(C2N1)[C@@H]1O[C@@H]([C@H]([C@H]1O)F)CO)=O)CC1=C(C=O)C=CC=C1)=O